5-Amino-1-isopropyl-3-[4-[2-[[3-[(1-methylcyclobutyl)methyl]isoxazol-5-yl]amino]-2-oxoethyl]phenyl]pyrazole-4-carboxamide NC1=C(C(=NN1C(C)C)C1=CC=C(C=C1)CC(=O)NC1=CC(=NO1)CC1(CCC1)C)C(=O)N